FC1(CCC(CC1)(C)CC(=O)NC1=C(C=C(C=C1C)N1CC2=CC=C(C=C2CC1)F)C)F (4,4-difluoro-1-methylcyclohexyl)-N-(4-(6-fluoro-3,4-dihydroisoquinolin-2(1H)-yl)-2,6-dimethylphenyl)acetamide